CS(=O)(=O)C=1C=C(C=CC1N1N=NC=C1)NC(=O)C=1C=NN(C1C(F)(F)F)C1=C2C=CC=NC2=CC=C1 N-(3-(methyl-sulfonyl)-4-(1H-1,2,3-triazol-1-yl)phenyl)-1-(quinolin-5-yl)-5-(trifluoromethyl)-1H-pyrazole-4-carboxamide